ClC=1C=CC(=NC1)C1(OC2=C(O1)C=CC=C2)C (2S)-2-(5-chloropyridin-2-yl)-2-methyl-2H-1,3-benzodioxole